3-bromo-5-chloro-2-(3-fluorophenyl)pyrazolo[1,5-a]pyrimidine BrC=1C(=NN2C1N=C(C=C2)Cl)C2=CC(=CC=C2)F